1-(4-cyanophenyl) ethane-1,2-disulphonate C(CS(=O)(=O)[O-])S(=O)(=O)OC1=CC=C(C=C1)C#N